C1(=CCCCC1)C=1C(=NN2C1NC(=C(C2=O)C=2C=C1C=CC=NC1=CC2)NC2=NC=CN=C2)C2=CC=CC=C2 3-cyclohexenyl-2-phenyl-5-(pyrazin-2-ylamino)-6-(quinolin-6-yl)pyrazolo[1,5-a]pyrimidin-7(4H)-one